FC=1C=C(C(=O)NCC23CCC(CC2)(CC3)C3=NC(=NO3)C3=NC(=CC=C3)C)C=C(C1O)F 3,5-difluoro-4-hydroxy-N-({4-[3-(6-methylpyridin-2-yl)-1,2,4-oxadiazol-5-yl]bicyclo[2.2.2]octan-1-yl}methyl)benzamide